triphenylsulfonium tris(trifluoromethylsulfonyl)methide [C-](S(=O)(=O)C(F)(F)F)(S(=O)(=O)C(F)(F)F)S(=O)(=O)C(F)(F)F.C1(=CC=CC=C1)[S+](C1=CC=CC=C1)C1=CC=CC=C1